NC=1SC2=C(N1)C=CC(=C2)OC(F)(F)F Amino-6-trifluoromethoxybenzothiazole